NC1(CC1)CCNC(OC(C)(C)C)=O tert-Butyl [2-(1-aminocyclopropyl)ethyl]carbamate